CNC(=O)C1CN(CC1)C(=O)[C@@H]1N(CC1)C(C1=CC=CC=C1)(C1=CC=CC=C1)C1=CC=CC=C1 N-methyl-1-((R)-1-tritylazetidine-2-carbonyl)pyrrolidine-3-carboxamide